N1CCC(CC1)N1C(NC(CC1)=O)=O 1-(4-piperidyl)hexahydropyrimidine-2,4-dione